CC1=C(C=CC=C1)C1CCCC1 Methyl-cyclopentylbenzene